4-(4-amino-5-(3-fluoro-4-((4-methylpyrimidin-2-yl)oxy)phenyl)-7-methyl-5H-pyrrolo[3,2-d]pyrimidin-6-yl)-2,3-dihydro-1H-pyrrole-1-carboxylic acid tert-butyl ester C(C)(C)(C)OC(=O)N1CCC(=C1)C1=C(C=2N=CN=C(C2N1C1=CC(=C(C=C1)OC1=NC=CC(=N1)C)F)N)C